(S)-3-Aminomethylpyrrolidine-1-carboxylic acid (4-methoxy-7-phenylthiazolo[4,5-c]pyridin-2-yl)-amide COC1=NC=C(C2=C1N=C(S2)NC(=O)N2C[C@@H](CC2)CN)C2=CC=CC=C2